CN1C(CCC1)CCO N-methyl-2-hydroxyethyl-pyrrolidine